rac-tert-butyl((1R,2S)-2-(4-methyl-3-((1-(naphthalen-1-yl)cyclopropyl) carbamoyl)phenoxy)cyclobutyl)carbamate C(C)(C)(C)OC(N[C@H]1[C@H](CC1)OC1=CC(=C(C=C1)C)C(NC1(CC1)C1=CC=CC2=CC=CC=C12)=O)=O |r|